(4-(5-chlorooxazolo[4,5-b]pyridin-2-yl)piperazin-1-yl)(4-(1-(1-fluoro-2-methylpropan-2-yl)-1H-1,2,3-triazol-4-yl)phenyl)methanone ClC1=CC=C2C(=N1)N=C(O2)N2CCN(CC2)C(=O)C2=CC=C(C=C2)C=2N=NN(C2)C(CF)(C)C